5-[[(2S,5R)-5-[2-[4-(5-chloropyrimidin-2-yl)piperazin-1-yl]-2-oxoethyl]oxolan-2-yl]methoxy]-4-(trifluoromethyl)-2,3-dihydropyridazin-3-one ClC=1C=NC(=NC1)N1CCN(CC1)C(C[C@H]1CC[C@H](O1)COC1=C(C(NN=C1)=O)C(F)(F)F)=O